2-chloro-4-methyl-3,5,6-trifluorobenzyl (1RS)-cis-3-[(Z)-2-chloro-3,3,3-trifluoro-1-propenyl]-2,2-dimethylcyclopropanecarboxylate Cl\C(=C/[C@@H]1C([C@@H]1C(=O)OCC1=C(C(=C(C(=C1F)F)C)F)Cl)(C)C)\C(F)(F)F